OC1C(C(OC(C1O)CO)OC1=CC(=C(C(=C1)O)C(CCC1=CC(=C(C(=C1)O)O)O)=O)O)OC1OC(C(C(C1O)O)O)C 1-(4-{[4,5-dihydroxy-6-(hydroxymethyl)-3-[(3,4,5-trihydroxy-6-methyloxan-2-yl)oxy]oxan-2-yl]oxy}-2,6-dihydroxyphenyl)-3-(3,4,5-trihydroxyphenyl)propan-1-one